N-(5-(3,5-difluorobenzyl)-1H-indazol-3-yl)-4-(4-(3-((1-(2,6-dioxopiperidin-3-yl)-1H-indol-4-yl)oxy)propyl)piperazin-1-yl)-2-((tetrahydro-2H-pyran-4-yl)amino)benzamide FC=1C=C(CC=2C=C3C(=NNC3=CC2)NC(C2=C(C=C(C=C2)N2CCN(CC2)CCCOC2=C3C=CN(C3=CC=C2)C2C(NC(CC2)=O)=O)NC2CCOCC2)=O)C=C(C1)F